BrN1C(CCC1=O)=O Bromopyrrolidine-2,5-dione